CC(=CCCCC(=O)O)C 6-methyl-5-heptenoic acid